2-[(2S)-1,4-Dioxan-2-ylmethyl]-N-[(6-methylpyridin-2-yl)methyl]-8-(trifluoromethyl)-4,5-dihydro-2H-furo[2,3-g]indazol-7-carboxamide O1[C@H](COCC1)CN1N=C2C3=C(CCC2=C1)OC(=C3C(F)(F)F)C(=O)NCC3=NC(=CC=C3)C